1-benzoylcyclohexanol C(C1=CC=CC=C1)(=O)C1(CCCCC1)O